disodium 4,5-bis[(4-benzoylbenzyl) oxy]-1,3-benzenedisulfonate C(C1=CC=CC=C1)(=O)C1=CC=C(COC2=C(C=C(C=C2OCC2=CC=C(C=C2)C(C2=CC=CC=C2)=O)S(=O)(=O)[O-])S(=O)(=O)[O-])C=C1.[Na+].[Na+]